O\C=C/1\[C@H](C2C3CCC=4C=CC=CC4C3CC[C@@]2(C1=O)C)CCC(=O)NC=1N=NC=CC1 3-((13S,15S,Z)-16-(hydroxymethylene)-13-methyl-17-oxo-7,8,9,11,12,13,14,15,16,17-decahydro-6H-cyclopenta[a]phenanthren-15-yl)-N-(pyridazin-3-yl)propanamide